COC=1C=C(C=CC1OC)NC=1C(C2=CC=CC(=C2C(C1)=O)O)=O 2-(3,4-dimethoxyphenylamino)-5-hydroxynaphthalene-1,4-dione